CC=1N=C(SC1S(=O)(=O)N1CCN(CC1)C[C@H](C)NC1=NC=NC2=C(C=CC=C12)C1=NC=C(N=C1)C)NC(OC)=O methyl N-[4-methyl-5-({4-[(2S)-2-{[8-(5-methylpyrazin-2-yl)quinazolin-4-yl]amino}propyl]piperazin-1-yl} sulfonyl)-1,3-thiazol-2-yl]carbamate